CN([C@@]1(CN(CCC1)C1=CC(=C(C=C1)S(=O)(=O)NC=1SC=CN1)F)CCC1=CC(=CC=C1)C(F)(F)F)C (S)-4-(3-(Dimethylamino)-3-(3-(trifluoromethyl)phenethyl)piperidin-1-yl)-2-fluoro-N-(thiazol-2-yl)benzenesulfonamide